FC1=CC=C(CC2(CN(CC2)S(=O)(=O)C=2C=NN(C2)C)C=2C=C3C=NN(C3=CC2OC)C2=CC=C(C=C2)F)C=C1 5-(3-(4-fluorobenzyl)-1-((1-methyl-1H-pyrazol-4-yl)sulfonyl)pyrrolidin-3-yl)-1-(4-fluorophenyl)-6-methoxy-1H-indazole